3-(2-fluorophenyl)-N-(4-(4-methoxy-2-nitrophenyl)pyridin-2-yl)propanamide FC1=C(C=CC=C1)CCC(=O)NC1=NC=CC(=C1)C1=C(C=C(C=C1)OC)[N+](=O)[O-]